iodo-6-nitroimidazo[1,2-a]pyridine IC=1N=C2N(C=C(C=C2)[N+](=O)[O-])C1